bisphenyl-titanium C1(=CC=CC=C1)[Ti]C1=CC=CC=C1